acryloyloxypropylmethyldiisopropyloxysilane C(C=C)(=O)OCCC[Si](OC(C)C)(OC(C)C)C